C(C)OC1=NC(=CC(=C1)C1=CC(=C2C(=N1)N=C(N2)C2=CC=C(C=C2)N2CCC(CC2)C(=O)O)N(C)CC(COC)(C)C)C(F)(F)F 1-(4-{5-[2-ethoxy-6-(trifluoromethyl)pyridin-4-yl]-7-[(3-methoxy-2,2-dimethylpropyl)(methyl)amino]-1H-imidazo[4,5-b]pyridin-2-yl}phenyl)piperidine-4-carboxylic acid